(2S,4S)-4-tritylsulfanyl-pyrrolidine-2-carboxylic acid C(C1=CC=CC=C1)(C1=CC=CC=C1)(C1=CC=CC=C1)S[C@H]1C[C@H](NC1)C(=O)O